ClC1=C(C(=O)NC=2C=NC(=C(C2)Cl)C(=O)N2CCC(CC2)(F)F)C=C(C(=C1)C1=C(C=NC=C1)C#C)F 2-chloro-N-(5-chloro-6-(4,4-difluoropiperidine-1-carbonyl)pyridin-3-yl)-4-(3-ethynylpyridin-4-yl)-5-fluorobenzamide